N-(5-(3-(9H-purin-6-yl)pyridin-2-ylamino)-2-fluorophenyl)-2-fluoro-3-(trifluoromethyl)benzamid N1=CN=C2NC=NC2=C1C=1C(=NC=CC1)NC=1C=CC(=C(C1)NC(C1=C(C(=CC=C1)C(F)(F)F)F)=O)F